C=1N=CN2C1C=CC(=C2)CO imidazo[1,5-a]pyridin-6-ylcarbinol